(3aR,5s,6aS)-2-((1,4-dioxan-2-yl)methyl)-N-(6-(5-fluoro-2-methylphenyl)-4-(trifluoromethyl)pyridazin-3-yl)octahydro-cyclopenta[c]pyrrol-5-amine O1C(COCC1)CN1C[C@@H]2[C@H](C1)CC(C2)NC=2N=NC(=CC2C(F)(F)F)C2=C(C=CC(=C2)F)C